(1S,4s)-4-ethoxycyclohexane-1-ol C(C)OC1CCC(CC1)O